BrC=1C=C2C(=C(N(C2=CC1)CC(F)(F)F)C=1C(=NC=CC1)[C@H](C)OC)CC(CO)(C)C (S)-3-(5-bromo-2-(2-(1-methoxyethyl)pyridin-3-yl)-1-(2,2,2-trifluoroethyl)-1H-indol-3-yl)-2,2-dimethylpropan-1-ol